FC(C=1C(=C(C=CC1)[C@@H](C)NC=1C2=C(N=C(N1)C)N=C(C(=C2)C2(CC2)C#N)OC)F)(C2CCN(CC2)C(C)C)F (R)-1-(4-((1-(3-(difluoro(1-isopropylpiperidin-4-yl)methyl)-2-fluorophenyl)ethyl)amino)-7-methoxy-2-methylpyrido[2,3-d]pyrimidin-6-yl)cyclopropane-1-carbonitrile